tert-butylhydroquinone-glycolic acid C(C)(C)(C)C1=C(C(O)=CC=C1O)C(C(=O)O)O